2-((4-(1-chloro-2,2,2-trifluoroethyl)-1H-pyrazol-1-yl)methyl)-6-cyclopropylimidazo[1,2-a]pyridine ClC(C(F)(F)F)C=1C=NN(C1)CC=1N=C2N(C=C(C=C2)C2CC2)C1